2-tert-butyl-5-phenyl-4-(piperidin-4-ylamino)isothiazol-3(2H)-one 1,1-dioxide C(C)(C)(C)N1S(C(=C(C1=O)NC1CCNCC1)C1=CC=CC=C1)(=O)=O